C=1N=CN2C1C=CC=C2N2C(C1=CC=CC=C1C2=O)=O 2-(imidazo[1,5-a]pyridin-5-yl)isoindoline-1,3-dione